4-(4-(4-(1-ethylpiperidin-4-yl)piperazin-1-yl)piperidin-1-yl)-3-((3-fluoro-4-(icosyloxy)phenyl)sulfonyl)-6-(trifluoromethoxy)quinoline C(C)N1CCC(CC1)N1CCN(CC1)C1CCN(CC1)C1=C(C=NC2=CC=C(C=C12)OC(F)(F)F)S(=O)(=O)C1=CC(=C(C=C1)OCCCCCCCCCCCCCCCCCCCC)F